N1(CCNCCC1)C1=NC(=CC(=N1)NC=1C=C2C=NNC2=CC1)C N-(2-(1,4-diazacycloheptan-1-yl)-6-methylpyrimidin-4-yl)-1H-indazol-5-amine